COC(=O)C1=CC=C2CCN([C@H](C2=C1)C1=C(C=CC=C1)F)C=1N(C(C(=C(N1)C=1OC2=C(N1)C=CC=C2)O)=O)C.[C-]#N.C(CCCC)[N+]2(CCCC2)CCC 1-Pentyl-1-propylpyrrolidinium cyanid methyl-(1R)-2-[4-(1,3-benzoxazol-2-yl)-5-hydroxy-1-methyl-6-oxopyrimidin-2-yl]-1-(2-fluorophenyl)-3,4-dihydro-1H-isoquinoline-7-carboxylate